5-(4-(1H-indol-3-yl)piperidin-1-yl)-2-morpholinobenzo[d]oxazole N1C=C(C2=CC=CC=C12)C1CCN(CC1)C=1C=CC2=C(N=C(O2)N2CCOCC2)C1